1-((8-ethoxy-3,4-dihydrobenzofuro[2,3-c]pyridin-2(1H)-yl)methyl)cyclohexan-1-ol C(C)OC1=CC=CC2=C1OC=1CN(CCC12)CC1(CCCCC1)O